C(C)(C)(C)NC(C(=O)N1[C@@H]2C[C@@H]2C[C@H]1C(=O)N[C@@H](C[C@H]1C(NCC1)=O)C(COC(F)(F)F)=O)=O (1r,3S,5r)-2-(2-(tert-butylamino)-2-oxoacetyl)-N-((S)-3-oxo-1-((S)-2-oxopyrrolidin-3-yl)-4-(trifluoromethoxy)butan-2-yl)-2-azabicyclo[3.1.0]hexane-3-carboxamide